N-(2-(2-methoxyethoxy)ethyl)-2-phenyl-7-((tetrahydro-2H-pyran-4-yl)amino)-1H-indole-5-carboxamide COCCOCCNC(=O)C=1C=C2C=C(NC2=C(C1)NC1CCOCC1)C1=CC=CC=C1